4-chloro-7-toluenesulfonyl-7H-pyrrolo[2,3-d]pyridine ClC1=C2C(C(C=N1)S(=O)(=O)CC1=CC=CC=C1)=NC=C2